zinc octadecanoate salt C(CCCCCCCCCCCCCCCCC)(=O)[O-].[Zn+2].C(CCCCCCCCCCCCCCCCC)(=O)[O-]